N-(4-methylbenzyl)-aniline CC1=CC=C(CNC2=CC=CC=C2)C=C1